C=1N=CN2C1C1=CC=CC=C1C2C2CCC=1C=CN=CC1C2O 7-(5H-imidazo[5,1-a]isoindol-5-yl)-5,6,7,8-tetrahydroisoquinolin-8-ol